ethyl 2-((2-pentylcyclopentylidene)methoxy)propanoate C(CCCC)C1C(CCC1)=COC(C(=O)OCC)C